C(CCCCCCCCCCC\C=C/CCCCCCCC)(=O)[O-].[Ca+2].C(CCCCCCCCCCC\C=C/CCCCCCCC)(=O)[O-] calcium erucate